[Pb].[Sn].[Zn] zinc-tin-lead